C1(C=CC(CC1)C(C)C)C Menth-2-en